2-methyl-5-pentadecyl-1,3-benzenediol CC1=C(C=C(C=C1O)CCCCCCCCCCCCCCC)O